[O-]P([O-])(=O)OP(=O)([O-])O.[Fe+2].[Na+] Sodium Iron Pyrophosphate